Methyl (3-amino-4-bromophenyl)carbamate NC=1C=C(C=CC1Br)NC(OC)=O